1-(2-iodophenyl)-4-methyl-1H-indole IC1=C(C=CC=C1)N1C=CC2=C(C=CC=C12)C